OC1=C(COC2=C1C=CC=1N(C=3C=CC=CC3C21)C)C(C(F)(F)F)=O 4-hydroxy-7-methyl-3-(2,2,2-trifluoroethan-1-on-1-yl)-2H,7H-pyrano[5,6-c]carbazol